C(C=C)(=O)NC=1C=C(C=CC1)N1C(C(=NC=2C(NC(=NC12)N)=O)C1=CC=CC=C1)=O 8-(3-acrylamidophenyl)-7-oxo-6-phenyl-7,8-dihydropterin